alpha-methyl-5-hydroxytryptamine CC(N)CC1=CNC2=CC=C(C=C12)O